C1=NC=CC2=CC=CC(=C12)C1CCN(CC1)C1=C(C(N(C2=CC=CC=C12)C)=O)C#N 4-[4-(isoquinolin-8-yl)piperidin-1-yl]-1-methyl-2-oxo-1,2-dihydroquinoline-3-carbonitrile